C12C(C3CC(CC(C1)C3)C2)NCCNC(=O)C2=NN(C(=C2)C2=C(C=C(C=C2)Cl)Cl)C2=CC=C(C=C2)Cl N-(2-((1r,3r,5r,7r)-adamantan-2-ylamino)ethyl)-1-(4-chlorophenyl)-5-(2,4-dichlorophenyl)-1H-pyrazole-3-carboxamide